FC=1C=CC2=C(C3C(O2)C3C(=O)NC3COC2=C3C=CC(=C2)OC)C1 exo-5-fluoro-N-(6-methoxy-2,3-dihydro-1-benzofuran-3-yl)-1a,6b-dihydro-1H-cyclopropa[b][1]benzofuran-1-carboxamide